BrC#CC(CCCC(NCCOCCOCCC(NCCNC1=CC(=NC(=N1)C)NC=1SC(=CN1)C(=O)NC1=C(C=CC=C1C)Cl)=O)=O)Cl 2-((6-((20-Bromo-18-chloro-4,14-dioxo-7,10-dioxa-3,13-diazaicos-19-yn-1-yl)amino)-2-methylpyrimidin-4-yl)amino)-N-(2-chloro-6-methylphenyl)thiazole-5-carboxamide